benzyl (2S,4S)-2-(4-bromo-2-((2-(trimethylsilyl)ethoxy) methoxy)phenyl)-4-hydroxypiperidine-1-carboxylate BrC1=CC(=C(C=C1)[C@H]1N(CC[C@@H](C1)O)C(=O)OCC1=CC=CC=C1)OCOCC[Si](C)(C)C